BrC1=C(CCC2=NC=3N(C(N(C(C3N2C)=O)CC#C)=O)CCCCP(OCC)(O)=O)C=CC=C1 Ethyl hydrogen (4-(8-(2-bromophenethyl)-7-methyl-2,6-dioxo-1-(prop-2-yn-1-yl)-1,2,6,7-tetrahydro-3H-purin-3-yl)butyl)phosphonate